N-ethyl-2-methyl-3-methylsulfanyl-propionamide C(C)NC(C(CSC)C)=O